C(C)(C)[N+](=CC[C@@H]1C(C(=CC1)C)(C)C)[O-] (R)-N-isopropyl-2-(2,2,3-trimethylcyclopent-3-en-1-yl)ethan-1-imine oxide